tris[5-(N,N-Dimethylamino)pentyl]amin CN(C)CCCCCN(CCCCCN(C)C)CCCCCN(C)C